5-[(1R)-1-(3,5-dimethylpyridazin-4-yl)ethoxy]-3-(6-fluoro-3-pyridinyl)-4-methoxy-1-tetrahydropyran-2-yl-indazole CC=1N=NC=C(C1[C@@H](C)OC=1C(=C2C(=NN(C2=CC1)C1OCCCC1)C=1C=NC(=CC1)F)OC)C